tert-butyl (1R,2S)-2-[1-(tert-butoxycarbonyl)-3-[(6-cyclopropyl-3-methoxypyrazin-2-yl)amino]indazol-6-yl]-5'-methoxy-2'-oxospiro[cyclopropane-1,3'-indole]-1'-carboxylate C(C)(C)(C)OC(=O)N1N=C(C2=CC=C(C=C12)[C@@H]1C[C@@]12C(N(C1=CC=C(C=C21)OC)C(=O)OC(C)(C)C)=O)NC2=NC(=CN=C2OC)C2CC2